3,5-dimethoxy-4-methyl-benzoic acid COC=1C=C(C(=O)O)C=C(C1C)OC